C(C)N1CCNC(C1)C ethyl-5-methylpiperazine